C(C)(=O)N1CCN(CC1)C=1C=CC(=NC1)C=1C=C(SC1)C(=O)NC1=CC(=CC=C1)NS(=O)(=O)C 4-(5-(4-acetylpiperazin-1-yl)pyridin-2-yl)-N-(3-(methylsulfonamido)phenyl)thiophene-2-carboxamide